O1C2(C=CC=C1)N=C1C=CC=CC1=C2 indole-spiropyran